(2R,5S)-5-methyl-2-[2-[rel-(4S)-1,2,2-trimethyl-4-piperidyl]indazol-5-yl]piperidine-1-carboxylate C[C@H]1CC[C@@H](N(C1)C(=O)[O-])C1=CC2=CN(N=C2C=C1)[C@@H]1CC(N(CC1)C)(C)C |o1:19|